5-[2-(diethylamino)ethoxy]pyridine-2-carbaldehyde C(C)N(CCOC=1C=CC(=NC1)C=O)CC